5-methyleneNorbornene C=C1C2C=CC(C1)C2